6-(1H-imidazol-1-yl)picolinic acid ethyl ester C(C)OC(C1=NC(=CC=C1)N1C=NC=C1)=O